O=C1C(CC(C)(C)C(=C1C)\C=C\C(\C)=C\C=C\C(\C)=C\C=C\C=C(/C)\C=C\C=C(/C)\C=C\C1=C(C)C(CCC1(C)C)=O)O 4,4'-diketo-3-hydroxy-beta-carotene